2-(4-(8-(chloromethyl)-5-oxo-5,6-dihydropyrido[2,3-d]pyridazin-2-yl)-1-methyl-1H-pyrazol-5-yl)benzo[b]thiophene-3-carbonitrile ClCC1=NNC(C2=C1N=C(C=C2)C=2C=NN(C2C2=C(C1=C(S2)C=CC=C1)C#N)C)=O